CNC1=C(C(=C(C=C1)O)NC)NC tri(methylamino)phenol